FC=1C=C(OC2CC3(C(N4[C@H](O3)CC[C@H]4C4=CC=CC=C4)=O)C2)C=CC1 (5'S,7a'R)-3-(3-fluorophenoxy)-5'-phenyltetrahydro-3'H-spiro[cyclobutane-1,2'-pyrrolo[2,1-b][1,3]oxazol]-3'-one